(E)-oxahexadec-13-en-2-one OC(CCCCCCCCCC\C=C\CC)=O